S,S'-Dimethyl dithiocarbonate C(SC)(SC)=O